(S)-2-(2-(2-hydroxy-2-methylpropionyl)-6-(3-methyl-1H-pyrrolo[2,3-b]pyridin-5-yl)-1,2,3,4-tetrahydroisoquinolin-8-yl)pyrrolidine-1-carboxylate OC(C(=O)N1CC2=C(C=C(C=C2CC1)C=1C=C2C(=NC1)NC=C2C)[C@H]2N(CCC2)C(=O)[O-])(C)C